ClC1=C(C=CC=C1)NC(=O)C1=CC=C(C=C1)NC1=NC(=NC=C1F)NC1=CC=C(C=C1)CC(=O)OC methyl 2-(4-((4-((4-((2-chlorophenyl)carbamoyl)phenyl)amino)-5-fluoropyrimidin-2-yl)amino)phenyl)acetate